The molecule is an ammonium ion resulting from the protonation of the tertiary amino group of (+)-minovincinine. The major species at pH 7.3. It is an indole alkaloid cation and an ammonium ion derivative. It is a conjugate acid of a (+)-minovincinine. It is an enantiomer of a (-)-minovincinine(1+). C[C@@H]([C@]12CCC[NH+]3[C@H]1[C@]4(CC3)C5=CC=CC=C5NC4=C(C2)C(=O)OC)O